N1=CC(=CC=C1)C1=NC(=NC(=N1)C=1C=NC=CC1)C=1C=NC=CC1 2,4,6-tris(3-pyridyl)-1,3,5-triazine